NN(C)C(=O)O aza-alanine